C(=O)(O)CC=1C=C(C=CC1)C1=C2C=CNC2=CC=C1NC(=O)C1=CC=2C=3C(COC2C=C1C=1C(=NC(=CC1)C(NCCC)=O)C(=O)O)=CSC3 3-(8-((4-(3-(carboxymethyl)phenyl)-1H-indol-5-yl)carbamoyl)-4H-thieno[3,4-c]chromen-7-yl)-6-(propylcarbamoyl)picolinic acid